2-(2,6-dioxapiperidin-3-yl)-5-(2,7-diazaspiro[3.5]non-2-yl)isoindoline-1,3-dione N1OC(CCO1)N1C(C2=CC=C(C=C2C1=O)N1CC2(C1)CCNCC2)=O